NC1=C(C=C(C=N1)NC(C(=O)N1[C@@H](CN([C@H](C1)C)CC(C)C)C1=CC=C(C=C1)F)=O)C1CC1 N-(6-amino-5-cyclopropyl-3-pyridyl)-2-[(2R,5S)-2-(4-fluorophenyl)-4-isobutyl-5-methyl-piperazin-1-yl]-2-oxo-acetamide